1-(2-iodophenyl)-(S)-1-hydroxypropyl-(S)-2-cyclohexylcarbamate IC1=C(C=CC=C1)[C@H]1[C@H](CCCC1)N(C([O-])=O)C(CC)O